5-(trifluoro-methoxy)-2,3-dihydro-1H-isoindole FC(OC=1C=C2CNCC2=CC1)(F)F